ClC1=C(C(=CC=C1)OC)C1=NC=C(C=N1)C(=O)N (2-chloro-6-methoxyphenyl)pyrimidine-5-carboxamide